hexamethyltris(2-aminoethyl)amine CC(C)(C(C)(C)N(CCN)CCN)N(C)C